(E)-N-(2-(3-(4-amino-3-chlorobenzamido)-2-oxopyridin-1(2H)-yl)propanamido)-N-(4-(benzylamino)-4-oxobut-2-enoyl)glycine NC1=C(C=C(C(=O)NC=2C(N(C=CC2)C(C(=O)NN(CC(=O)O)C(\C=C\C(=O)NCC2=CC=CC=C2)=O)C)=O)C=C1)Cl